BrCC\C=C/CCCCCCCCCCC(OCC)OCC (3Z)-1-bromo-15,15-diethoxy-3-pentadecene